2-methyl-N-[(5-oxopyrrolidin-2-yl)methyl]-5-{[2-(trifluoromethyl)pyridin-3-yl]methoxy}-1-benzothiophene-3-carboxamide CC=1SC2=C(C1C(=O)NCC1NC(CC1)=O)C=C(C=C2)OCC=2C(=NC=CC2)C(F)(F)F